C(C1=CC=CC=C1)OC1=CC=C(C=2C(NC3C=CC(C21)C3)=O)F 7-(benzyloxy)-10-fluoro-3,6-dihydro-3,6-methanobenzo[c]azocin-1(2H)-one